FC1=CC2=C(N=C(O2)NC)C=C1C#C[Si](C)(C)C 6-fluoro-N-methyl-5-((trimethylsilyl)ethynyl)benzo[d]oxazol-2-amine